(3,4-dimethoxyphenyl) dimethylthiotriflate CS(=S(OC1=CC(=C(C=C1)OC)OC)(=O)C(F)(F)F)C